N-benzyl-allylamine C(C1=CC=CC=C1)NCC=C